4-cyano-N-[5-[(3,5-difluorophenyl)methyl]-1H-indazol-3-yl]-2-(4-piperidylamino)benzamide hydrochloride Cl.C(#N)C1=CC(=C(C(=O)NC2=NNC3=CC=C(C=C23)CC2=CC(=CC(=C2)F)F)C=C1)NC1CCNCC1